N-(3-fluoro-4-((4-(trifluoromethyl)benzyl)amino)phenyl)undecanamide FC=1C=C(C=CC1NCC1=CC=C(C=C1)C(F)(F)F)NC(CCCCCCCCCC)=O